ClCC(=O)N1C2=C(OC[C@@H]1C)N=C(C(=C2)CC2=CC=C(C=C2)F)C(=O)N2C[C@@H](CC2)F 2-chloro-1-((S)-7-(4-fluorobenzyl)-6-((R)-3-fluoropyrrolidine-1-carbonyl)-2-methyl-2,3-dihydro-1H-pyrido[2,3-b][1,4]oxazin-1-yl)ethan-1-one